1-amino-3-bromo-5-ethoxypyridine 2,4,6-trimethylbenzenesulfonate CC1=C(C(=CC(=C1)C)C)S(=O)(=O)O.NN1CC(=CC(=C1)OCC)Br